CC1=CC(=NN1)NC1=NC(=NC2=CC(=CC=C12)N1CCOCC1)NC1CC2CCCC(C1)N2CCC#N 3-((3-exo)-3-((4-((5-methyl-1H-pyrazol-3-yl)amino)-7-morpholinoquinazolin-2-yl)amino)-9-azabicyclo[3.3.1]nonan-9-yl)propionitrile